(R)-6-methylheptane-2-amine CC(CCC[C@@H](C)N)C